7-bromohept-1-ene BrCCCCCC=C